C(C)(C)(C)[Si](OC[C@@H](COCCCCCCCCCCCCCCCCCC)O)(C)C (R)-1-((tertbutyldimethylsilyl)oxy)-3-(octadecyloxy)propan-2-ol